BrCCCCCCN1C(=NC2=C1C=CC=C2)NC(=O)C=2C=C(C(=O)OC)C=CC2 methyl 3-((1-(6-bromohexyl)-1H-benzo[d]imidazol-2-yl)carbamoyl)benzoate